B(O)(O)O.C(C(O)CO)(=O)N glyceramide borate